6-bromo-4-(cyclohexyl(methyl)amino)-1-methyl-2-oxo-1,2-dihydro-1,5-naphthyridine-3-carbonitrile BrC=1N=C2C(=C(C(N(C2=CC1)C)=O)C#N)N(C)C1CCCCC1